C(C=C)(=O)[C].[Co] cobalt alloyl-carbon